(Z)-N-((3,3-difluorocyclobutyl)methylene)-2-methylpropane-2-sulfinamide FC1(CC(C1)\C=N/S(=O)C(C)(C)C)F